[Te].C(CCC)(=O)O.C(CCC)(=O)O dibutyric acid tellurium